4-[(4-benzyloxyphenyl)methyl]-1H-1,2,4-triazol-5-one C(C1=CC=CC=C1)OC1=CC=C(C=C1)CN1C=NNC1=O